BrC1=C(C(=CC=2C(C3=CC=CC=C3C(C12)=O)=O)Cl)N 1-bromo-3-chloro-2-amino-anthraquinone